C1(CCCC1)C1=NC=2N(C(N(C)C(C2N1)=O)=O)C 8-Cyclopentyl-theophylline